7-chloro-3-(2,4-difluorophenoxy)-1,6-naphthyridine ClC1=NC=C2C=C(C=NC2=C1)OC1=C(C=C(C=C1)F)F